ClC=1C(=NC=CC1C1=C(C(=CC=C1)C1=NC(=C(C=C1)CNC[C@H]1NC(CC1)=O)OC)Cl)C1=CC(=C(CNCC(=O)O)C=C1)OC (S)-2-((4-(3-chloro-4-(2-chloro-3-(6-methoxy-5-((((5-oxopyrrolidin-2-yl)methyl)amino)methyl)pyridin-2-yl)phenyl)pyridin-2-yl)-2-methoxybenzyl)amino)acetic acid